3-[2-Isopropyl-5-[6-(trifluoromethyl)-2-pyridinyl]pyrazol-3-yl]cyclopentanone C(C)(C)N1N=C(C=C1C1CC(CC1)=O)C1=NC(=CC=C1)C(F)(F)F